NC1=CC=CC(=N1)S(=O)(=O)NC(=O)C=1C(=NC(=CC1)C(C(C)C)C)N1C(C[C@@H](C1)C)(C)C N-[(6-Amino-2-pyridyl)sulfonyl]-6-(1,2-dimethylpropyl)-2-[(4S)-2,2,4-trimethylpyrrolidin-1-yl]pyridin-3-carboxamid